FC1=CC=CC(=C1)C=1C=C2C(N(CC2=CC1)C)=O 2-fluoro-4-(2-methyl-3-oxoisoindolin-5-yl)benzene